FC(OC1=CC=C(C=C1)C(C)N1C(C=2N(CC1)N=C1C2CN([C@@H](C1)C)C(=O)OC(C)(C)C)=O)F (3R)-tert-Butyl 9-(1-(4-(difluoromethoxy) phenyl) ethyl)-3-methyl-10-oxo-3,4,7,8,9,10-hexahydropyrido[4',3':3,4]pyrazolo[1,5-a]pyrazine-2(1H)-carboxylate